2-Benzyl 1-(tert-butyl) (2R,4S)-4-((1-methyl-2-oxo-1,2-dihydropyridin-4-yl)methyl)pyrrolidine-1,2-dicarboxylate CN1C(C=C(C=C1)C[C@H]1C[C@@H](N(C1)C(=O)OC(C)(C)C)C(=O)OCC1=CC=CC=C1)=O